FCCCN(CCC(C(=O)O)NC1=NC=NC2=C(C=CC=C12)OC)CCCCC1=NC=2NCCCC2C=C1 4-((3-fluoropropyl)(4-(5,6,7,8-tetrahydro-1,8-naphthyridin-2-yl)butyl)amino)-2-((8-methoxyquinazolin-4-yl)amino)butanoic acid